O(C1=CC=CC=C1)CC(=O)N1CC2N(C(C3=C(NC2=O)C=CC(=C3)C3=CC=C(C=C3)C)=O)CC1 2-(2-Phenoxyacetyl)-8-(p-tolyl)-1,3,4,12a-tetrahydrobenzo[e]pyrazino[1,2-a][1,4]diazepine-6,12(2H,11H)-dione